titanium-ruthenium oxide [Ru]=O.[Ti]